2-bromo-5-nitro-4-pyridinyl-N,N-dimethyl-ethylamine BrC1=NC=C(C(=C1)C(C)N(C)C)[N+](=O)[O-]